C1(CCCCC1)[C@@H](C(=O)NC1=CC=C(C=C1)C=1C(=NNC1C)C)NC(CC1=C(N=CS1)C)=O (2S)-2-cyclohexyl-N-[4-(3,5-dimethyl-1H-pyrazol-4-yl)phenyl]-2-[[2-(4-methylthiazol-5-yl)acetyl]amino]acetamide